2-butaneOxyethanol C(CCC)OCCO